2-(isoquinolin-6-yl)-N-(5-(trifluoromethyl)thiazol-2-yl)acetamide C1=NC=CC2=CC(=CC=C12)CC(=O)NC=1SC(=CN1)C(F)(F)F